1-isopropyl-5-(2-methylpent-4-enamido)-1H-pyrazole-4-carboxamide C(C)(C)N1N=CC(=C1NC(C(CC=C)C)=O)C(=O)N